S1C(=NC2=C1C=CC=C2)C([C@H](C[C@H]2C(NCC2)=O)NC(=O)[C@@H]2[C@H]1C([C@H]1CN2C(=O)[C@@H]2OCCC2)(C)C)=O (1R,2S,5S)-N-{(2S)-1-(1,3-benzothiazol-2-yl)-1-oxo-3-[(3S)-2-oxopyrrolidin-3-yl]propan-2-yl}-6,6-dimethyl-3-[(2R)-tetrahydrofuran-2-ylcarbonyl]-3-azabicyclo[3.1.0]hexane-2-carboxamide